COC(=O)C1=CN(C(C=C1O)=O)C1(CN(C1)C(=O)C1CC1)C 1-(1-(cyclopropanecarbonyl)-3-methylazetidin-3-yl)-4-hydroxy-6-oxo-1,6-dihydropyridine-3-carboxylic acid methyl ester